N-(3-(N-(tert-butyl)sulfamoyl)phenyl)-4-(3-methyloxetan-3-yl)-2-(6-azaspiro[2.5]octan-6-yl)benzamide C(C)(C)(C)NS(=O)(=O)C=1C=C(C=CC1)NC(C1=C(C=C(C=C1)C1(COC1)C)N1CCC2(CC2)CC1)=O